3-(2-(5-(3-bromobenzylidene)-3-(2,6-dimethylphenyl)-4-oxothiazolidin-2-ylidene)hydrazono)-5-bromo-1H-indol-2-one BrC=1C=C(C=C2C(N(C(S2)=NN=C2C(NC3=CC=C(C=C23)Br)=O)C2=C(C=CC=C2C)C)=O)C=CC1